4'-aminoethoxyuridine NCCO[C@]1([C@H]([C@H]([C@@H](O1)N1C(=O)NC(=O)C=C1)O)O)CO